tert-butyl N-tert-butoxycarbonyl-N-[3-fluoro-4-[[5-(2-fluoro-4-isopropenyl-anilino)-4-methyl-3-pyridyl]methyl]-2-pyridyl]carbamate C(C)(C)(C)OC(=O)N(C(OC(C)(C)C)=O)C1=NC=CC(=C1F)CC=1C=NC=C(C1C)NC1=C(C=C(C=C1)C(=C)C)F